ClC1=C(C=CC=C1)C1=C(C(OC2=CC=CC=C12)(C(F)(F)F)O)NC(C)=O N-(4-(2-Chlorophenyl)-2-hydroxy-2-(trifluoromethyl)-2H-chromen-3-yl)acetamide